7-(4-(isopropylamino)-5-(5-(pyrrolidine-1-carbonyl)-1,3,4-thiadiazol-2-yl)pyridin-2-yl)pyrrolo[1,2-b]pyridazine-3-carbonitrile C(C)(C)NC1=CC(=NC=C1C=1SC(=NN1)C(=O)N1CCCC1)C1=CC=C2N1N=CC(=C2)C#N